N-[5-[(tert-butyldimethylsilyl)oxy]pyridin-2-yl]-4-(4-fluoropyridin-2-yl)piperazine-1-carboxamide [Si](C)(C)(C(C)(C)C)OC=1C=CC(=NC1)NC(=O)N1CCN(CC1)C1=NC=CC(=C1)F